BrC=1C(=CC(=C(C1)N1C(NC(=CC1=O)C(F)(F)F)=O)F)C 3-(5-bromo-2-fluoro-4-methylphenyl)-6-(trifluoromethyl)pyrimidine-2,4(1H,3H)-dione